CN1N=CC(=C1C1=NC(=NC=C1F)N1CCC(CC1)C(=O)N(CC1=CN=CS1)CC)C 1-(4-(1,4-dimethyl-1H-pyrazol-5-yl)-5-fluoropyrimidin-2-yl)-N-ethyl-N-(thiazol-5-ylmethyl)piperidine-4-carboxamide